CN1N=C(C=C1)C1=CC=C(C=C1)CN (4-(1-methyl-1H-pyrazol-3-yl)phenyl)methylamine